CC1=C(C=CC(=C1)N1CCCC1)NC=1C=CC2=C(OCC(N2)=O)C1 7-((2-Methyl-4-(pyrrolidin-1-yl)phenyl)amino)-2H-benzo[b][1,4]oxazin-3(4H)-one